[W].[Ce].[Zr] zirconium cerium Tungsten